ClC1=C(C=CC=C1)C1CC2(OCCO2)CCN1C(=O)OC(C)(C)C tert-Butyl 7-(2-chlorophenyl)-1,4-dioxa-8-azaspiro[4.5]decane-8-carboxylate